5-Methyl-2,5-diazaspiro[3.4]octane CN1C2(CNC2)CCC1